C(C)N([C@@H]1[C@@H](COC1)OC=1C=C2CN(C(C2=CC1)=O)C1C(NC(CC1)=O)=O)CC 3-(5-(((3S,4S)-4-(diethylamino)tetrahydrofuran-3-yl)oxy)-1-oxoisoindolin-2-yl)piperidine-2,6-dione